7-[1-(azetidin-3-yl)pyrazol-4-yl]-2-[3-(6-methyl-2-pyridyl)-1H-pyrazol-4-yl]-1,5-naphthyridine N1CC(C1)N1N=CC(=C1)C1=CN=C2C=CC(=NC2=C1)C=1C(=NNC1)C1=NC(=CC=C1)C